C(C)(C)(C)OC(=O)N(C=1SC(=C(N1)C)C=1C=NC(=C(C1)N)OC)C(=O)OC(C)(C)C N,N-bis-tert-butoxycarbonyl-4-methyl-5-(5-amino-6-methoxypyridin-3-yl)-1,3-thiazol-2-amine